COC1=C(C=CC(=C1)C)C1=CC=C(C=C1)NNC(=O)N=N (2'-methoxy-4'-methylbiphenyl-4-yl)carbazone